E-Valproic acid C(C(CCC)CCC)(=O)O